5-(7,8-Diiodo-5-isopropyl-2,3-dihydro-benzo[1,4]dioxin-6-yloxy)-pyrimidine-2,4-diamine IC=1C(=C(C2=C(OCCO2)C1I)C(C)C)OC=1C(=NC(=NC1)N)N